(pyrazin-2-yl)urea N1=C(C=NC=C1)NC(=O)N